C1=CC=CC=2C3=CC=CC=C3C(C12)COC(=O)N([C@H](C(=O)O)CC1=CC=CC=C1)C1=CC=CC=C1 (2S)-2-({[(9H-fluoren-9-yl)methoxy]carbonyl}(phenyl)amino)-3-phenylpropanoic acid